(R)-N-(1-(3-(difluoromethyl)-2-fluorophenyl)ethyl)-1-(1-(difluoromethyl)cyclopropyl)-4-((1-(2-fluoroethyl)piperidin-4-yl)amino)-6-oxo-1,6-dihydropyridine-3-carboxamide FC(C=1C(=C(C=CC1)[C@@H](C)NC(=O)C1=CN(C(C=C1NC1CCN(CC1)CCF)=O)C1(CC1)C(F)F)F)F